C(C1=CC=CC=C1)OC(=O)N[C@H](C(=O)OC)C[C@H]1CNCCO1 methyl (S)-2-(((benzyloxy)carbonyl)amino)-3-((S)-morpholin-2-yl)propanoate